N#[C-].C(C)(C)(C)O tert-butyl alcohol isonitrile